O[C@@H]1CC[C@@H]([C@H](/C=C/[C@@H]([C@H](C(C(C1)=O)=O)/C(=C/C1=C2C=NNC2=CC=C1)/C)C)OC(=O)N1CCN(CC1)C)C 4-methylpiperazine-1-carboxylic acid [(2s,3s,4E,6r,7s,10r)-10-hydroxy-2-[(E)-1-(1H-indazol-4-yl) prop-1-en-2-yl]-3,7-dimethyl-12-oxo-1-oxocyclododec-4-en-6-yl] ester